4-(4-(tert-butyl)phenyl)-2,4,7-trimethyloct-6-enal C(C)(C)(C)C1=CC=C(C=C1)C(CC(C=O)C)(CC=C(C)C)C